Dimethyl (2-((5-chloro-2-((4-(isobutoxycarbamoyl)phenyl)amino)pyrimidin-4-yl)amino)phenyl)phosphonate ClC=1C(=NC(=NC1)NC1=CC=C(C=C1)C(NOCC(C)C)=O)NC1=C(C=CC=C1)P(OC)(OC)=O